C1(=CC=CC=C1)C[C@H](C)N (S)-1-phenyl-2-propylamine